FC(CC=1C=C(C=C(C1)CC(F)(F)F)NC(=O)N)(F)F [3,5-bis(trifluoroethyl)phenyl]urea